C(C)(C)(C)[Si](C)(C)OCC1CC2=CC(=CC(=C2C1)F)OCCN1N=NC=C1 tert-butyl-[[4-fluoro-6-[2-(triazol-1-yl)ethoxy]indan-2-yl]methoxy]-dimethyl-silane